[2-[[2-methyl-6-[[5-(4-pyridyl)thiazol-2-yl]amino]pyrimidin-4-yl] amino] ethyl] carbamate C(N)(OCCNC1=NC(=NC(=C1)NC=1SC(=CN1)C1=CC=NC=C1)C)=O